C[C@@H]1CN(C[C@@H](O1)C)C(=O)C=1C2=C(N(N1)CC(=O)N1CCC(CC1)C1=CC3=CC=CC=C3C=C1)CCC2 2-{3-[(2R,6S)-2,6-dimethylmorpholine-4-carbonyl]-5,6-dihydrocyclopenta[c]pyrazol-1(4H)-yl}-1-[4-(naphthalen-2-yl)piperidin-1-yl]ethan-1-one